ClC=1C=C(C=C(C1)F)NC(=O)C1CC2(CN(C2)C(=O)OC(C)(C)C)C1 tert-butyl 6-((3-chloro-5-fluorophenyl)carbamoyl)-2-azaspiro[3.3]heptane-2-carboxylate